N-(5-((4-acetyl-3-hydroxyphenyl)ethynyl)-8-(methylamino)-2,7-naphthyridin-3-yl)cyclopropanecarboxamide C(C)(=O)C1=C(C=C(C=C1)C#CC1=C2C=C(N=CC2=C(N=C1)NC)NC(=O)C1CC1)O